benzo[d][1,2]thiazole-3-carbonyl chloride S1N=C(C2=C1C=CC=C2)C(=O)Cl